Ethyldichlorophosphat C(C)OP(=O)(Cl)Cl